C(CC1=CC=CC=C1)NC(=O)C=1OC(=CC1)C(=O)NCCC1=CC=CC=C1 N2,N5-diphenethylfuran-2,5-dicarboxamide